trans-15-docosenoic acid C(CCCCCCCCCCCCC\C=C\CCCCCC)(=O)O